2-propenyl thiosulfinate S(=S)OCC=C